FC=1C=CC=C2C(CCOC12)N 8-fluorochroman-4-amine